6-ethyl-3,7-dihydroxycholan-24-oic acid C(C)C1C([C@H]2[C@@H]3CC[C@H]([C@@H](CCC(=O)O)C)[C@]3(CC[C@@H]2[C@]2(CCC(CC12)O)C)C)O